thiofuro[4,3-d]pyrimidin-4-ol N1=CN=C(C=2C1=CSC2)O